acetic acid (2R,3R,4R,5S,6S)-3,4,5-triacetoxy-6-[4-chloro-3-(4-hydroxy-3-nitro-benzyl)-phenyl]-tetrahydro-pyran-2-ylmethyl ester C(C)(=O)O[C@@H]1[C@H](O[C@H]([C@@H]([C@H]1OC(C)=O)OC(C)=O)C1=CC(=C(C=C1)Cl)CC1=CC(=C(C=C1)O)[N+](=O)[O-])COC(C)=O